BrC1=CC(=NC2=NC(=CC=C12)C1=C(C=C(C=C1C)C)OC)C1CNCCC1 4-bromo-7-(2-methoxy-4,6-dimethyl-phenyl)-2-[3-piperidyl]-1,8-naphthyridine